Bis(4-hydroxyphenyl)benzylacetat OC1=CC=C(C=C1)C(C(=O)[O-])(CC1=CC=CC=C1)C1=CC=C(C=C1)O